CN1N=CC2=CC=C(C=C12)C=1C2=C(NN1)C1=C(C2)SC(=C1)C=1N=C(SC1)C(=O)N1CCOCC1 (4-(3-(1-methyl-1H-indazol-6-yl)-1,4-dihydro-thieno[2',3':4,5]cyclopenta[1,2-c]pyrazol-6-yl)thiazol-2-yl)(morpholino)methanone